2-(4-(3,5-Bis(hydroxymethyl)phenyl)butyl)isoindoline-1,3-dione OCC=1C=C(C=C(C1)CO)CCCCN1C(C2=CC=CC=C2C1=O)=O